[Si](C)(C)(C(C)(C)C)OC1CCCC2=C1C=C(O2)C2=C1N=CC(=NC1=CC(=C2)C)OC(F)F 5-(4-((tert-butyldimethylsilyl)oxy)-4,5,6,7-tetrahydrobenzofuran-2-yl)-2-(difluoromethoxy)-7-methylquinoxaline